8-fluoro-3-(tri-n-butylstannyl)imidazo[1,2-a]pyridine FC=1C=2N(C=CC1)C(=CN2)[Sn](CCCC)(CCCC)CCCC